((4-methylbenzyl)oxy)acethydrazide CC1=CC=C(COCC(=O)NN)C=C1